COC1=CC=2N(C(C(=C(N2)C(F)(F)F)C2=CC=C(OCC#N)C=C2)=O)C=C1 (4-(8-methoxy-4-oxo-2-(trifluoromethyl)-4H-pyrido[1,2-a]pyrimidin-3-yl)phenoxy)acetonitrile